9-fluoro-3-cyclohexanecarbonyl-1,1-dimethyl-1,2,3,6-tetrahydro-azepino[4,5-b]indole-5-carboxylic acid ethyl ester C(C)OC(=O)C1=CN(CC(C2=C1NC=1C=CC(=CC21)F)(C)C)C(=O)C2CCCCC2